lead-antimony-chromium [Cr].[Sb].[Pb]